4-(4-chloro-5-fluoropyrimidin-2-yl)piperazine-1-carboxylic acid tert-butyl ester C(C)(C)(C)OC(=O)N1CCN(CC1)C1=NC=C(C(=N1)Cl)F